benzo[d][1,3]dioxazol-5-ol O1NOC2=C1C=CC(=C2)O